3-((2-Cyclopropyloxyethyl)amino)-1H-pyrrole-2-carboxylic acid ethyl ester C(C)OC(=O)C=1NC=CC1NCCOC1CC1